(4-{[2-(cyclopropanecarboxamido)pyridin-4-yl]oxy}phenyl)-1-(2-fluorophenyl)-4-methyl-5-oxo-4,5-dihydro-1H-1,2,4-triazole-3-carboxamide C1(CC1)C(=O)NC1=NC=CC(=C1)OC1=CC=C(C=C1)NC(=O)C1=NN(C(N1C)=O)C1=C(C=CC=C1)F